CNC1=NC=CC(=N1)C1=CC=C2C(=NNC2=C1)\C=C\C1=CC=C(C=C1)C1=C(C=CC=C1)N1CCN(CC1)C trans-N-methyl-4-(3-(4-((4-methylpiperazin-1-yl)phenyl)styryl)-1H-indazol-6-yl)pyrimidin-2-amine